amylacetone C(CCCC)CC(C)=O